C(=O)O.N[C@H]1[C@@H](N(CCC1)C1=CC=CC=C1)C1=C(C2=NC(=CC(=C2S1)NCC=1SC=CC1)Cl)Br 2-((2R,3R)-3-amino-1-phenylpiperidin-2-yl)-3-bromo-5-chloro-N-(thiophen-2-ylmethyl)thieno[3,2-b]pyridin-7-amine formate